(R)-5-fluoro-3-(1-((3-(4-(hydroxymethyl)pyrimidin-2-yl)imidazo[1,2-b]pyridazin-6-yl)amino)ethyl)pyridin-2(1H)-one FC=1C=C(C(NC1)=O)[C@@H](C)NC=1C=CC=2N(N1)C(=CN2)C2=NC=CC(=N2)CO